The molecule is a peptide cation obtained by deprotonation of the carboxy group and protonation of the three amino groups of N(6)-[(3R)-3-methyl-D-ornithyl]-L-lysine; major species at pH 7.3. It is a conjugate acid of a N(6)-[(3R)-3-methyl-D-ornithyl]-L-lysine. C[C@H](CC[NH3+])[C@H](C(=O)NCCCC[C@@H](C(=O)[O-])[NH3+])[NH3+]